ClC1=CC(=NC=N1)NC(=O)C1CC(C1)N1CCC(CC1)C(=O)OC(C)(C)C tert-butyl 1-{3-[(6-chloropyrimidin-4-yl)carbamoyl]cyclobutyl}piperidine-4-carboxylate